10,13,16-trimethyl-17-((4-nitrobenzoyl)oxy)-3-oxo-6,7,8,9,10,11,12,13,14,15,16,17-dodecahydro-3H-cyclopenta[a]phenanthrene-17-carboxylic acid CC12C3CCC4(C(C(CC4C3CCC2=CC(C=C1)=O)C)(C(=O)O)OC(C1=CC=C(C=C1)[N+](=O)[O-])=O)C